ClCCCN1CCCC1 1-(3-chloropropyl)pyrrolidine